C(C)(C)(C)OC(=O)N[C@@H](CCC(=O)OC)C(=O)OC(C)(C)C 1-(tert-butyl) 5-methyl (tert-butoxycarbonyl)-L-glutamate